N-(1-((1r,4r)-4-((2S,6r)-2,6-dimethylmorpholinyl)cyclohexyl)-3-(3-methoxypropoxy)-1H-pyrazol-4-yl)pyrimidin-2-amine C[C@H]1CN(C[C@H](O1)C)C1CCC(CC1)N1N=C(C(=C1)NC1=NC=CC=N1)OCCCOC